C(C)(C)(C)OC(=O)N[C@@H](CCO)C(=O)OC methyl (tert-butoxycarbonyl)homoserinate